C(CCCCCCCCC)OC(CCN(CC(CCCCCC(=O)OC(CCCCCCCC)CCCCCCCC)O)CCCO)=O heptadecan-9-yl 8-((3-(decyloxy)-3-oxopropyl)(3-hydroxypropyl)amino)7-hydroxyoctanoate